C(#N)C1=C(SC2=C1CN(CC2)CC2CCCCC2)NC(CC=2SC(=CC2)S(N)(=O)=O)=O N-(3-cyano-5-(cyclohexylmethyl)-4,5,6,7-tetrahydrothieno[3,2-c]pyridin-2-yl)-2-(5-sulfamoylthiophen-2-yl)acetamide